tert-Butyl 2-methyl-5-oxopyrrolidine-1-carboxylate CC1N(C(CC1)=O)C(=O)OC(C)(C)C